FC=1C=C(C=CC1)N1N=C(C=C(C1=O)C(=O)N[C@H](C)C(C)(C)O)C=1C=NC(=CC1)OC 2-(3-Fluorophenyl)-N-[(2R)-3-hydroxy-3-methylbutan-2-yl]-6-(6-methoxypyridin-3-yl)-3-oxo-2,3-dihydropyridazin-4-carboxamid